cis-4-(2-Amino-2-methylpropanoyl)-N-(1-(4-(((3-aminocyclohexyl)(methyl)amino)methyl)phenyl)-2-oxo-1,2-dihydropyrimidin-4-yl)piperazine-1-carboxamide hydrochloride salt Cl.NC(C(=O)N1CCN(CC1)C(=O)NC1=NC(N(C=C1)C1=CC=C(C=C1)CN(C)[C@@H]1C[C@@H](CCC1)N)=O)(C)C